C1(CC1)C1=NC2=C(N1C1N(C=C(C=N1)F)C1=CC=C(C=C1)OC(F)(F)F)C=CC=C2 2-(2-cyclopropyl-1H-benzimidazol-1-yl)-5-fluoro-N-[4-(trifluoromethoxy)phenyl]pyrimidine